N-(4-AMINOCYCLOHEXYL)PYRIMIDIN NC1CCC(CC1)N1CN=CC=C1